cis-tert-butyl (4-(((6-(isoindolin-2-ylmethyl)-4-oxo-4H-pyran-3-yl)oxy)methyl)cyclopent-2-en-1-yl)carbamate C1N(CC2=CC=CC=C12)CC1=CC(C(=CO1)OC[C@H]1C=C[C@H](C1)NC(OC(C)(C)C)=O)=O